N-hexadecenylsuccinic anhydride CCCCCCCCCCCCCC/C=C/C1CC(=O)OC1=O